spiro[acridin-9,9'-anthracen]-10'-one C1=CC=CC=2C(C3=CC=CC=C3C3(C12)C1=CC=CC=C1NC=1C=CC=CC13)=O